OC(CC(C)(OOC(CCCCCC(C)(C)C)=O)C)CC(C)(OOC(CCCCCC(C)(C)C)=O)C 4-hydroxy-2,6-dimethyl-2,6-di(neodecanoylperoxy)heptane